C(C)(=O)OCC(C)OC(C)=O 1,2-propanediol diacetate